FC1=CC=C(C=C1)S(=O)(=O)N1CC(C(C(C1)=CC=1N=NN(C1)C(C)C)=O)=CC=1N=NN(C1)C(C)C 1-((4-fluorophenyl)sulfonyl)-3,5-bis((1-isopropyl-1H-1,2,3-triazol-4-yl)methylene)piperidin-4-one